CC1=C(N=NC(=C1)O[C@H]1CN(CCC1)C)C1=C(C=C(C=C1)C(F)(F)F)O (R)-2-(4-methyl-6-((1-methylpiperidin-3-yl)oxy)pyridazin-3-yl)-5-(trifluoromethyl)phenol